4-bromo-N-(1-(3,3-difluorocyclobutyl)-1H-pyrazolo[3,4-b]pyridin-6-yl)-2-fluoro-6-(6-azaspiro[2.5]oct-6-yl)benzamide BrC1=CC(=C(C(=O)NC2=CC=C3C(=N2)N(N=C3)C3CC(C3)(F)F)C(=C1)N1CCC3(CC3)CC1)F